FC1=CC2=C(C(=NO2)C2CCN(CC2)CCCOC2=C(C=C(C=C2)C(O)C)OC)C=C1 4-[3-[4-(6-Fluoro-1,2-benzisoxazol-3-yl)-1-piperidinyl]propoxy]-3-methoxy-α-methylbenzenemethanol